COC(C1=CC=C(C=C1)C(C(=O)OC)CCCCC#N)=O.FC1=CC=C(C=C1)N1CCN(CC1)C(=O)NC1=NC=C(C=C1)O 4-(4-fluorophenyl)-N-(5-hydroxypyridin-2-yl)piperazine-1-carboxamide Methyl-4-(6-cyano-1-methoxy-1-oxohexan-2-yl)benzoate